4-((5-chloro-7-(2-((3,4-dimethyl-2,5-dioxo-2,5-dihydro-1H-pyrrol-1-yl)methyl)thieno[3,2-b]pyridin-7-yl)-1H-indol-1-yl)methyl)piperidine-4-carbonitrile ClC=1C=C2C=CN(C2=C(C1)C1=C2C(=NC=C1)C=C(S2)CN2C(C(=C(C2=O)C)C)=O)CC2(CCNCC2)C#N